(R)-N-(3-(1-((2-amino-5-(1-methyl-1H-pyrazol-4-yl)pyridin-3-yl)oxy)ethyl)phenyl)-4-(methylthio)benzamide NC1=NC=C(C=C1O[C@H](C)C=1C=C(C=CC1)NC(C1=CC=C(C=C1)SC)=O)C=1C=NN(C1)C